2-methyl-4-{[2-(2-methylprop-2-yl)-5-[(1S,3R)-3-{[4-(prop-2-yl)-1,2-diazin-3-yl]oxy}cyclopentyl]pyrazol-3-yl]amino}-2,3-dihydro-1λ6-benzo[2,1-d][1,2]thiazole-1,1-dione CN1S(C2=C(C1)C(=CC=C2)NC=2N(N=C(C2)[C@@H]2C[C@@H](CC2)OC=2N=NC=CC2C(C)C)C(C)(C)C)(=O)=O